tert-butyl (S)-3-((R)-4-ethynyl-2,2-dimethyl-1,3-dioxocyclopent-4-yl)-3-hydroxypropanoate C(#C)[C@@]1(C(C(C(C1)=O)(C)C)=O)[C@H](CC(=O)OC(C)(C)C)O